3-Nitro-2-(((trifluoromethyl)sulfonyl)oxy)-4-((2,3,5-trifluorophenyl)-amino)-benzoic acid ethyl ester C(C)OC(C1=C(C(=C(C=C1)NC1=C(C(=CC(=C1)F)F)F)[N+](=O)[O-])OS(=O)(=O)C(F)(F)F)=O